C(C1=CC=CC=C1)ON1C(=C(C2=CC=CC=C12)C1CN(CC1)CCCN1N=CC=N1)C (benzyloxy)-2-methyl-3-(1-(3-(2H-1,2,3-triazol-2-yl)propyl)pyrrolidin-3-yl)-1H-indole